3-(5-pyrimidin-5-ylpyridin-3-yl)-3-[4-(7H-pyrrolo[2,3-d]pyrimidin-4-yl)-1H-pyrazol-1-yl]propanenitrile N1=CN=CC(=C1)C=1C=C(C=NC1)C(CC#N)N1N=CC(=C1)C=1C2=C(N=CN1)NC=C2